COC(CC1=CC=NN1C)C1=NC(=CC(=N1)N1CCOCC1)N1N=C(C=C1)C1=CC=CC=C1 4-(2-(1-methoxy-2-(1-methyl-1H-pyrazol-5-yl)ethyl)-6-(3-phenyl-1H-pyrazol-1-yl)pyrimidin-4-yl)morpholine